5-[3-({[(3R,4R)-3-methylpiperidin-4-yl]methyl}amino)-4-(trifluoromethyl)phenyl]-1,3,4-oxadiazol-2(3H)-one C[C@H]1CNCC[C@H]1CNC=1C=C(C=CC1C(F)(F)F)C1=NNC(O1)=O